[N+](=O)([O-])[O-].C[N+](C)(C)C Tetramethyl-ammonium nitrate